2-(4-(trifluoromethyl)benzyl)benzo[d]thiazol-6-amine FC(C1=CC=C(CC=2SC3=C(N2)C=CC(=C3)N)C=C1)(F)F